COC=1C=C2CN(CC2=CC1)C1=NC=CC(=N1)C1=NC=CC(=N1)C#CC1=CC=C(C(=O)O)C=C1 4-((2'-(5-methoxyisoindolin-2-yl)-[2,4'-bipyrimidinyl]-4-yl)ethynyl)benzoic acid